OC1(CCN(CC1)C(C[C@@H](C)C1=CC=CC=C1)=O)CN1C=NC=2C(C1=O)=NN(C2C2=CC=NN2)C (R)-6-((4-Hydroxy-1-(3-phenylbutanoyl)piperidin-4-yl)methyl)-2-methyl-3-(1H-pyrazol-5-yl)-2H-pyrazolo[4,3-d]pyrimidin-7(6H)-one